N-(2,2,6,6-Tetramethyl-4-piperidinyl)-3-[(2,2,6,6-tetramethyl-4-piperidinyl)amino]propanamid CC1(NC(CC(C1)NC(CCNC1CC(NC(C1)(C)C)(C)C)=O)(C)C)C